NC1=C2N=CN(C2=NC(=N1)Cl)[C@H]1C[C@@H]2OP(OC[C@]2(O1)C#C)(=O)N[C@H](C(=O)OC(C)C)C isopropyl (2S)-2-{[(4aR,6R,7aS)-6-(6-amino-2-chloropurin-9-yl)-4a-ethynyl-2-oxo-tetrahydro-2lambda5-furo[3,2-d][1,3,2]dioxaphosphinin-2-yl]amino}propanoate